O=C1CC(N2C1CCCCCC2)C(=O)[O-] oxodecahydropyrrolo[1,2-a]azocine-3-carboxylate